Cl.C1(CC1)[C@@H](NC(=O)[C@@H]1NCCCC1)C1=C(C=C(C=C1)C(F)(F)F)F (R)-N-((R)-cyclopropyl-(2-fluoro-4-(trifluoromethyl)phenyl)methyl)piperidine-2-carboxamide hydrochloride